C(CCC)N(C(=O)NC1=CC(=C(C=C1)F)Cl)[C@H](C)C1=CN=C(C2=CC=CC=C12)OC |r| Racemic-1-butyl-3-(3-chloro-4-fluorophenyl)-1-(1-(1-methoxyisoquinolin-4-yl)ethyl)urea